palladium (II) dichlorine [Cl+].[Cl+].[Pd+2]